8-(2,2-Dimethylpropyl)-2-[(2-phenylpropan-2-yl)amino]pyrido[2,3-d]pyrimidin-7(8H)-on CC(CN1C(C=CC2=C1N=C(N=C2)NC(C)(C)C2=CC=CC=C2)=O)(C)C